CN1C(NCC1C(=O)NC1=CC(=CC=2CCOC21)OC2=NC=C(C=C2)C(F)(F)F)=O 3-Methyl-2-oxo-N-(5-((5-(trifluoromethyl)pyridin-2-yl)oxy)-2,3-dihydrobenzofuran-7-yl)imidazolidine-4-carboxamide